C(#N)C=1C(=NC=2C(=C(N=NC2C=2SC=CC2)C2=C(C=C(C=C2)C(F)(F)F)C(F)(F)F)N1)C#N 2,3-dicyano-5-thienyl-8-(2,4-bistrifluoromethylphenyl)pyrazino[2,3-D]Pyridazine